C(C1=CC=CC=C1)N1CC=2C(=C(N=C(C2CC1)N1CCN(CC1)C(=O)OC(C)(C)C)N1CCN(CC1)C(CC)=O)C#N tert-butyl 4-(6-benzyl-4-cyano-3-(4-propionylpiperazin-1-yl)-5,6,7,8-tetrahydro-2,6-naphthyridin-1-yl)piperazine-1-carboxylate